C(C)C=1C=C(C=CC1OC=1C2=C(N=CN1)NC=C2)N2C(N(C[C@H]2O)C=2C=NC=C(C2)C(F)(F)F)=O (4R)-3-[3-ethyl-4-(7H-pyrrolo[2,3-d]pyrimidin-4-yloxy)phenyl]-4-hydroxy-1-[5-(trifluoromethyl)-3-pyridyl]imidazolidin-2-one